5-(1,2,3,6-tetrahydro-pyridin-4-yl)-thiophene-2-carboxylic acid [4-(3-amino-propyl)-phenyl]-amide trifluoroacetate FC(C(=O)O)(F)F.NCCCC1=CC=C(C=C1)NC(=O)C=1SC(=CC1)C=1CCNCC1